C(C)(C)(C)OC(=O)NC1=NC=CC(=C1)CC1(C(N[C@@H](C1)C(F)(F)F)=O)C(=O)O (5S)-3-((2-((tert-butoxycarbonyl)amino)pyridin-4-yl)methyl)-2-oxo-5-(trifluoromethyl)pyrrolidine-3-carboxylic acid